ClC1=C(C=C(C=C1)F)C1=CC=C(N=N1)OCC1C[C@@H]2[C@@H](CN(C2)CC(CC)C)C1 (3aR,6aS)-5-[[6-(2-chloro-5-fluoro-phenyl)pyridazin-3-yl]oxymethyl]-2-(2-methylbutyl)-3,3a,4,5,6,6a-hexahydro-1H-cyclopenta[c]pyrrole